C(C)(=O)NC1=C2C(CC(C2=CC=C1)(C)C)CCCC N-acetyl-1,1-dimethyl-3-butyl-4-aminoindane